C(C1=CC=CC=C1)OC(=O)NC1CC(CCC1)C(=O)[O-] 3-(benzyloxycarbonylamino)cyclohexanecarboxylate